6-bromo-1-ethyl-1,3-dihydro-2H-imidazo[4,5-b]pyrazin-2-one BrC1=CN=C2C(=N1)N(C(N2)=O)CC